N-(azetidin-3-yl)-3-(8-cyanoquinolin-5-yl)-5-(trifluoromethyl)-3-azabicyclo[3.1.0]hexane-1-carboxamide N1CC(C1)NC(=O)C12CN(CC2(C1)C(F)(F)F)C1=C2C=CC=NC2=C(C=C1)C#N